FC1=C(C=CC=C1F)CC=O 2-(2,3-difluorophenyl)ethan-1-one